9,9-bis(octylthio)nonanoate C(CCCCCCC)SC(CCCCCCCC(=O)[O-])SCCCCCCCC